oxo-2H-pyrazolo[4,3-b]pyridin-6-carboxamide O=NC(=O)C1=CC=2C(N=C1)=CNN2